4-[5-(6-chloropyridin-2-yl)-1H-pyrazol-3-yl]-N-methylaniline ClC1=CC=CC(=N1)C1=CC(=NN1)C1=CC=C(NC)C=C1